FC1=CC=C(C=C1)C(=O)N1[C@@H](C=2N(CC1)C(=NC2C2=CC=C(C=C2)OC)C2=NC(=NS2)C)C (R)-(4-Fluorophenyl)(1-(4-methoxyphenyl)-8-methyl-3-(3-methyl-1,2,4-thiadiazole-5-yl)-5,6-dihydroimidazo[1,5-a]pyrazin-7(8H)-yl)methanone